7-cyano-3-methyl-1-phenyl-1H-benzo[d]imidazole-3-ium triflate [O-]S(=O)(=O)C(F)(F)F.C(#N)C1=CC=CC2=C1N(C=[N+]2C)C2=CC=CC=C2